6-(methacryloyloxy)hexyl-trimethyl-ammonium chloride [Cl-].C(C(=C)C)(=O)OCCCCCC[N+](C)(C)C